4-(methoxymethyl)-4-methyl-piperidine COCC1(CCNCC1)C